FC(C(=O)N)(C(C1=NC(=CC=C1)C(F)(F)F)O)F 2,2-difluoro-3-hydroxy-3-(6-(trifluoromethyl)pyridin-2-yl)propanamide